N[C@@H]1CN(CC[C@H]1F)C1=NC2=C(N1CC(=O)N1CC3N(CC1)C(NC3)=O)C=C(C(=C2)F)F 7-(2-(2-((3R,4R)-3-Amino-4-fluoropiperidin-1-yl)-5,6-difluoro-1H-benzo[d]imidazol-1-yl)acetyl)hexahydroimidazo[1,5-a]pyrazin-3(2H)-on